4-methyl-3-(trifluoromethyl)-1H-Pyrazole CC=1C(=NNC1)C(F)(F)F